ClC1=C(C=CC(=C1)F)[C@@H]1[C@H](CCC(C1)(C)C)C(=O)N1[C@H](CC2(CN(C2)C(C=C)=O)CC1)C 1-((S)-7-((1S,2S)-2-(2-chloro-4-fluorophenyl)-4,4-dimethylcyclohexane-1-carbonyl)-6-methyl-2,7-diazaspiro[3.5]nonan-2-yl)prop-2-en-1-one